2-(4-(2-((5-Fluoro-2-methoxy-4-(4-methylpiperazin-1-yl)phenyl)amino)-7H-pyrrolo[2,3-d]pyrimidin-7-yl)phenyl)-1,2-thiazinane 1,1-dioxide FC=1C(=CC(=C(C1)NC=1N=CC2=C(N1)N(C=C2)C2=CC=C(C=C2)N2S(CCCC2)(=O)=O)OC)N2CCN(CC2)C